C(C)(C)(C)OC(NS(NC(C)C1=CC=C(C=C1)C1=NNC(C2=CC=CC=C12)=O)(=O)=O)=O (N-(1-(4-(4-oxo-3,4-dihydro-phthalazin-1-yl)phenyl)ethyl)sulfamoyl)carbamic acid tert-butyl ester